1-((S)-3-(4-amino-7-methyl-5-((R)-4-(pyrrolidine-1-carbonyl)cyclohex-1-en-1-yl)-7H-pyrrolo[2,3-d]pyrimidin-6-yl)pyrrolidin-1-yl)prop-2-en-1-one NC=1C2=C(N=CN1)N(C(=C2C2=CC[C@@H](CC2)C(=O)N2CCCC2)[C@@H]2CN(CC2)C(C=C)=O)C